(R)-4-(3-(3-aminopiperidine-1-carbonyl)-1-(4-cyclopropyl-2-fluorophenyl)-1H-pyrazole-5-yl)-2-fluorobenzonitrile N[C@H]1CN(CCC1)C(=O)C1=NN(C(=C1)C1=CC(=C(C#N)C=C1)F)C1=C(C=C(C=C1)C1CC1)F